2-((2-(4-bromophenyl)-2-((4-fluorophenyl)sulfonyl)ethyl)(tert-butoxycarbonyl)amino)ethyl 4-methylbenzenesulfonate CC1=CC=C(C=C1)S(=O)(=O)OCCN(C(=O)OC(C)(C)C)CC(S(=O)(=O)C1=CC=C(C=C1)F)C1=CC=C(C=C1)Br